ethyl 2-bromo-5-ethoxybenzoate BrC1=C(C(=O)OCC)C=C(C=C1)OCC